C12(CC3CC(CC(C1)C3)C2)C(=O)NNC([C@H](CC2=CNC3=CC=CC=C23)NS(=O)(=O)C2=CC=C(C=C2)C)=O N-((S)-1-(2-((3S,5S,7S)-adamantan-1-carbonyl)hydrazino)-3-(1H-indol-3-yl)-1-oxopropan-2-yl)-4-methylbenzenesulfonamide